CC1=CC2=CC3=CC=C(C=C3N=C2C(=C1)N)C 2,6-dimethyl-4-acridineamine